NC1=NC=C(C=C1C1=NC=2CCNC(C2C=C1)=O)C1=CC=C(C=C1)N1CCN(CC1)C 2-(2-amino-5-(4-(4-methylpiperazin-1-yl)phenyl)pyridin-3-yl)-7,8-dihydro-1,6-naphthyridin-5(6H)-one